C12CCCC(CC1)N2CCO 2-(8-Azabicyclo[3.2.1]octan-8-yl)ethan-1-ol